[4,6-dimethoxy-5-(1,1,2,2-tetradeuterio-2-fluoro-ethoxy)pyrimidin-2-yl]amine COC1=NC(=NC(=C1OC(C(F)([2H])[2H])([2H])[2H])OC)N